1-(5-(benzo[d][1,3]dioxol-5-yl)-1H-indol-3-yl)-3-(4-benzyl-3-oxo-3,4-dihydro-2H-benzo[b][1,4]thiazin-6-yl)urea O1COC2=C1C=CC(=C2)C=2C=C1C(=CNC1=CC2)NC(=O)NC2=CC1=C(SCC(N1CC1=CC=CC=C1)=O)C=C2